CC(C#N)(C#N)N=NC(C#N)(C#N)C 2,2'-dimethyl-2,2'-azobismalononitrile